OCCC1[C@@H]2CN(C[C@H]12)C(=O)OC(C)(C)C tert-butyl (1R,5S,6s)-6-(2-hydroxyethyl)-3-azabicyclo[3.1.0]hexane-3-carboxylate